N7-(2,2-difluoroethyl)-2-(1H-pyrazol-5-yl)thieno[3,2-b]pyridine-5,7-diamine hydrochloride Cl.FC(CNC1=C2C(=NC(=C1)N)C=C(S2)C2=CC=NN2)F